2-(4-((4-cyanophenyl)sulfonyl)-3,4-dihydro-2H-pyrido[4,3-b][1,4]oxazin-8-yl)-5-cyanobenzoFuran C(#N)C1=CC=C(C=C1)S(=O)(=O)N1C2=C(OCC1)C(=CN=C2)C=2OC1=C(C2)C=C(C=C1)C#N